monobenzyl dodecanoate C(CCCCCCCCCCC)(=O)OCC1=CC=CC=C1